C1(=CC=CC=C1)C1(C(=O)OCC1)C1=CC=CC=C1 α,α-Diphenyl-γ-butyrolacton